C(C)(C)(C)N1N=CC(=C1F)C(=O)NC1=CC(=C(C=C1)C)C=1C=C(C=2N(C1)C(=C(N2)C)F)N2CCOCC2 1-(tert-Butyl)-5-fluoro-N-(3-(3-fluoro-2-methyl-8-morpholinoimidazo[1,2-a]pyridin-6-yl)-4-methylphenyl)-1H-pyrazole-4-carboxamide